O1CC(C1)C1=CC(=NN1)NC1=CN=C2C(=N1)N(N=C2)C2CCC(CC2)O (1r,4r)-4-(6-((5-(oxetan-3-yl)-1H-pyrazol-3-yl)amino)-1H-pyrazolo[3,4-b]pyrazin-1-yl)cyclohexan-1-ol